C(C1=CC=CC=C1)C=1N(C=2C(=C3CC[C@@H](N(C3=CC2)C(=O)OC)C)N1)[C@H]1CS(CCC1)(=O)=O methyl (7S)-2-benzyl-3-[(3R)-1,1-dioxo-λ6-thian-3-yl]-7-methyl-3H,6H,7H,8H,9H-imidazo[4,5-f]quinoline-6-carboxylate